1-(4-((7-methoxy-4-((2-methoxy-5-(thiophen-2-yl)phenyl)amino)quinazolin-6-yl)oxy)piperidin-1-yl)prop-2-en-1-one COC1=C(C=C2C(=NC=NC2=C1)NC1=C(C=CC(=C1)C=1SC=CC1)OC)OC1CCN(CC1)C(C=C)=O